1-(5-((4-(thiazol-4-ylmethyl)piperazin-1-yl)methyl)pyrazolo[1,5-a]pyridin-3-yl)dihydropyrimidine-2,4(1H,3H)-dione S1C=NC(=C1)CN1CCN(CC1)CC1=CC=2N(C=C1)N=CC2N2C(NC(CC2)=O)=O